N-(5-((3-methoxyphenyl)ethynyl)-8-(methylamino)-2,7-naphthyridin-3-yl)cyclopropanecarboxamide COC=1C=C(C=CC1)C#CC1=C2C=C(N=CC2=C(N=C1)NC)NC(=O)C1CC1